3-(5-(4-(benzo[d][1,3]dioxol-5-yl)-1H-1,2,3-triazol-1-yl)-1-oxoisoindolin-2-yl)piperidine-2,6-dione O1COC2=C1C=CC(=C2)C=2N=NN(C2)C=2C=C1CN(C(C1=CC2)=O)C2C(NC(CC2)=O)=O